(R)-N-(2,2,2-trifluoroethyl)-6-(trifluoromethyl)-2,3-dihydrobenzofuran-3-amine FC(CN[C@H]1COC2=C1C=CC(=C2)C(F)(F)F)(F)F